2-(tert-butoxycarbonyl)-6-vinyl-1,2,3,4-tetrahydroisoquinoline-7-carboxylic acid C(C)(C)(C)OC(=O)N1CC2=CC(=C(C=C2CC1)C=C)C(=O)O